8-((5-chloro-6-fluoro-1H-indazol-4-yl)oxy)-2-((2-methyl-1,2,3,4-tetrahydroisoquinolin-8-yl)oxy)-4-(piperazin-1-yl)-1,7-naphthyridine-3-carbonitrile-4-d zirconium [Zr].ClC=1C(=C2C=NNC2=CC1F)OC=1N=CC=C2C(C(C(=NC12)OC=1C=CC=C2CCN(CC12)C)C#N)([2H])N1CCNCC1